1-[(2r,4r)-2-methyltetrahydro-2H-pyran-4-yl]-2-[(5-methyl-2H-tetrazol-2-yl)methyl]-8-(trifluoromethyl)-1H-imidazo[4,5-c]quinoline C[C@H]1OCC[C@H](C1)N1C(=NC=2C=NC=3C=CC(=CC3C21)C(F)(F)F)CN2N=C(N=N2)C